(S)-4-methyl-3-(1-(3-((trimethylsilyl)ethynyl)phenyl)ethylthio)-4H-1,2,4-triazole CN1C(=NN=C1)S[C@@H](C)C1=CC(=CC=C1)C#C[Si](C)(C)C